C(=O)C=CC(=O)O β-formylacrylic acid